FC1(CCC(CC1)N1CC(C2=NC(=CC=C21)C(=O)N2C(CN(CC2)C2=CC=C(C=N2)CC(=O)O)(C)C)(C)C)F 2-(6-(4-(1-(4,4-difluorocyclohexyl)-3,3-dimethyl-2,3-dihydro-1H-pyrrolo[3,2-b]pyridine-5-carbonyl)-3,3-dimethylpiperazin-1-yl)pyridin-3-yl)acetic acid